C(#C)C1=CC=C(C=C1)OC 4-Ethynyl-anisole